NC1=C2C(=NC=N1)N(N=C2C2=C(C(=C(C=C2)OC)F)F)C(C)C2=NC1=C(C=CC(=C1C(N2C2=CC=CC=C2)=O)Cl)F 2-(1-(4-amino-3-(2,3-difluoro-4-methoxyphenyl)-1H-pyrazolo[3,4-d]pyrimidin-1-yl)ethyl)-5-chloro-8-fluoro-3-phenylquinazolin-4(3H)-one